BrC1=CC=CC=2C3=CC=CC=C3NC12 1-Bromo-9H-carbazol